F[C@@H]1CN(CC[C@H]1N)S(=O)(=O)C=1C=NN(C1)C (3r,4r)-3-fluoro-1-((1-methyl-1H-pyrazol-4-yl)sulfonyl)piperidin-4-amine